methyl 2-[1-(2-methyl-1,3-thiazol-5-yl)-1H-pyrazol-3-yl]acetate CC=1SC(=CN1)N1N=C(C=C1)CC(=O)OC